[N+](=O)([O-])C=1C(OC2=CC=CC=C2C1N[C@@H](CC1=CC=CC=C1)C(=O)OCC)=O ethyl (3-nitro-2-oxo-2H-chromen-4-yl)-phenylalaninate